1-(1-(((Z)-hex-3-en-1-yl)oxy)prop-1-en-2-yl)-4-methoxybenzene C(C\C=C/CC)OC=C(C)C1=CC=C(C=C1)OC